1-(5-bromo-1,3,4-thiadiazol-2-yl)cyclopropane-1-carbonitrile BrC1=NN=C(S1)C1(CC1)C#N